ethyl 3-(4-methylphenyl)propionate CC1=CC=C(C=C1)CCC(=O)OCC